3-(3-(2-amino-2-oxoethyl)phenyl)propanoate NC(CC=1C=C(C=CC1)CCC(=O)[O-])=O